3-(8-amino-2-((3-(oxazol-5-yl)pyridin-2-yl)methyl)-5-(pyrimidin-4-yl)-[1,2,4]triazolo[1,5-a]pyrazin-6-yl)benzonitrile NC=1C=2N(C(=C(N1)C=1C=C(C#N)C=CC1)C1=NC=NC=C1)N=C(N2)CC2=NC=CC=C2C2=CN=CO2